C(C)OC(C1=C(C=CC=C1)NC(=O)C=1OC(=CC1)[N+](=O)[O-])=O (5-Nitrofuran-2-carboxamido)benzoic acid ethyl ester